2-[2-[3-[2-(1,3-Dihydro-1,3,3-trimethyl-2H-indol-2-ylidene)-ethylidene]-2-(1-phenyl-1H-tetrazol-5-ylsulfanyl)-1-cyclohexen-1-yl]-ethenyl]-1,3,3-trimethyl-3H-indolium tetraphenyl-borate C1(=CC=CC=C1)[B-](C1=CC=CC=C1)(C1=CC=CC=C1)C1=CC=CC=C1.CN1C(C(C2=CC=CC=C12)(C)C)=CC=C1C(=C(CCC1)C=CC1=[N+](C2=CC=CC=C2C1(C)C)C)SC1=NN=NN1C1=CC=CC=C1